O=C1NC(CCC1N1C(C2=CC=C(C=C2C1)SCCCCCCCN1CCN(CC1)C1=CC=C(C(=O)N2CCC(CC2)CCCCNC(\C=C\C=2C=NC=CC2)=O)C=C1)=O)=O (E)-N-(4-(1-(4-(4-(7-((2-(2,6-dioxopiperidin-3-yl)-1-oxoisoindoline-5-yl)thio)heptyl)piperazin-1-yl)benzoyl)piperidin-4-yl)butyl)-3-(pyridin-3-yl)acrylamide